Cl.BrC1=CC=CC=2C3C(NC12)CCNC3 6-bromo-2,3,4,4a,5,9b-hexahydro-1H-pyrido[4,3-b]indole hydrochloride